chloro-5-fluoro-[2,3'-bipyridyl]-4'-amine ClC=1C(=NC=C(C1)F)C=1C=NC=CC1N